(S)-(2-(Benzyloxy)-4-(difluoromethyl)-6-hydroxyphenyl)(8-((tetrahydrofuran-3-yl)amino)-3,4-dihydroisoquinolin-2(1H)-yl)methanone C(C1=CC=CC=C1)OC1=C(C(=CC(=C1)C(F)F)O)C(=O)N1CC2=C(C=CC=C2CC1)N[C@@H]1COCC1